(3R)-3-amino-7-[5-(1-methylsulfonylcyclobutyl)-1,3,4-oxadiazol-2-yl]-1,1-dioxo-5-[(4-phenoxyphenyl)methyl]-2,3-dihydro-1λ6,5-benzothiazepine-4-One N[C@H]1CS(C2=C(N(C1=O)CC1=CC=C(C=C1)OC1=CC=CC=C1)C=C(C=C2)C=2OC(=NN2)C2(CCC2)S(=O)(=O)C)(=O)=O